FC(CC(C(=O)OCC)(NC(=O)C=1N(N=C2C=CC(=CC12)OCC1=NC=CC=C1)C)C)F ethyl 4,4-difluoro-2-methyl-2-(2-methyl-5-(pyridin-2-ylmethoxy)-2H-indazole-3-carboxamido)butanoate